CC(=CC(=O)NC1=CC(=NC=C1)C=1C=CC=C2C=NC(=NC12)NC1=CC=C(C=C1)N1CCN(CC1)C)C 3-methyl-N-(2-(2-((4-(4-methylpiperazin-1-yl)phenyl)amino)quinazolin-8-yl)pyridin-4-yl)but-2-enamide